6-Methoxy-N-(1-methyl-2-oxo-1,2-dihydropyridin-3-yl)-2-((1r,4r)-4-((2-(methylamino)ethyl)amino)cyclohexyl)-2H-indazole-5-carboxamide COC=1C(=CC2=CN(N=C2C1)C1CCC(CC1)NCCNC)C(=O)NC=1C(N(C=CC1)C)=O